CC1=C(C=C(C(=O)O)C=C1)CNC=1C=NC=C(C1)C1=NC=CC=N1 4-methyl-3-({[5-(pyrimidin-2-yl)pyridin-3-yl]amino}methyl)benzoic acid